C(C1=CC=CC=C1)N1CC(N(CC1)C(=O)OC(C)(C)C)CC(=O)OC tert-butyl 4-benzyl-2-(2-methoxy-2-oxo ethyl)piperazine-1-carboxylate